FC1=CC=C(C=C1)N(C(OC1=C(C=C(C=C1N1C(N(CC1)C)=O)C(F)(F)F)C(F)(F)F)=O)C 2,4-bis(trifluoromethyl)-6-(3-methyl-2-oxoimidazolidin-1-yl)phenyl (4-fluorophenyl)(methyl)carbamate